p-Anisaldehyde COC1=CC=C(C=C1)C=O